C(#N)C1=NC=C(C(=C1)C=1NC2=CC(=C(C(=C2C(C1)=O)F)N1C[C@H](CCC1)C(=O)N(C)C)F)S(=O)(=O)C (S)-1-(2-(2-cyano-5-(methylsulfonyl)pyridin-4-yl)-5,7-difluoro-4-oxo-1,4-dihydroquinolin-6-yl)-N,N-dimethylpiperidine-3-carboxamide